2-CHLORO-1-METHYL-1H-IMIDAZOLE-5-CARBALDEHYDE ClC=1N(C(=CN1)C=O)C